N-methyl-4-(4-oxo-5-phenyl-3,4-dihydro-pyrrolo[2,3-d]pyrimidin-7-yl)-benzamide CNC(C1=CC=C(C=C1)N1C=C(C2=C1N=CNC2=O)C2=CC=CC=C2)=O